CC1=C2C(=NN1CC(=O)OCC)C(CC2)C Ethyl 2-(3,6-dimethyl-5,6-dihydro-4H-cyclopenta[c]pyrazol-2-yl)acetate